FC(C1=CN=C(N1)C1=CC(=CC=C1)C(F)(F)F)(F)F 5-(trifluoromethyl)-2-[3-(trifluoromethyl)phenyl]-1H-imidazole